8-bromo-[1,2,4]triazolo[1,5-a]pyridin-5-carboxylic acid BrC=1C=2N(C(=CC1)C(=O)O)N=CN2